Methyl (7-(butylamino)-3-(trifluoromethyl)-1H-pyrazolo[4,3-d]pyrimidin-5-yl)carbamate C(CCC)NC=1C2=C(N=C(N1)NC(OC)=O)C(=NN2)C(F)(F)F